C(C)(C)(C)OC(=O)N1N=CC(=C1)C1=CC(=NC2=C(C(=CC=C12)Cl)Cl)CCC(=O)OC 4-(7,8-dichloro-2-(3-methoxy-3-oxopropyl)quinolin-4-yl)-1H-pyrazole-1-carboxylic acid tert-butyl ester